The molecule is a sulfone that is diphenylsulfone in which one of the phenyl groups is substituted by chlorine at position 4, while the other is substituted by a chlorine at positions 2, 4, and 5. It is an organochlorine acaricide, a trichlorobenzene, a sulfone and a member of monochlorobenzenes. C1=CC(=CC=C1S(=O)(=O)C2=CC(=C(C=C2Cl)Cl)Cl)Cl